C(C)(C)(C)OC(=O)N1CCC(CC1)(C(N[C@@H]1CN(CC1)C)=O)C=1C=NC(=NC1)C=1C(=NC=CC1)OCC 4-[2-(2-ethoxypyridin-3-yl)pyrimidin-5-yl]-4-{[(3S)-1-methylpyrrolidin-3-yl]carbamoyl}piperidine-1-carboxylic acid tert-butyl ester